O=S1(C2=C(CC1)C=C(C=C2)NC=2N=CC1=C(N2)N(C(C=C1)=O)[C@H]1[C@](CCC1)(C)O)=O 2-((1,1-dioxo-2,3-dihydrobenzo[b]thiophen-5-yl)amino)-8-((1R,2R)-2-hydroxy-2-methylcyclopentyl)pyrido[2,3-d]pyrimidin-7(8H)-one